C12(CC3CC(CC(C1)C3)C2)C(=O)N[C@H](C(=O)OC)CCCCCCCC2=NC=3NCCCC3C=C2 methyl (S)-2-((3S,5S,7S)-adamantane-1-carboxamido)-9-(5,6,7,8-tetrahydro-1,8-naphthyridin-2-yl)nonanoate